4-(cyclohexanecarbonylamino)-N-cyclohexylbenzamide C1(CCCCC1)C(=O)NC1=CC=C(C(=O)NC2CCCCC2)C=C1